[4-[(2-amino-pyrazolo[1,5-a]pyrimidine-3-carbonyl)-amino]-3-(5-chloro-2-difluoromethoxy-phenyl)-pyrazol-1-yl]-acetic acid NC1=NN2C(N=CC=C2)=C1C(=O)NC=1C(=NN(C1)CC(=O)O)C1=C(C=CC(=C1)Cl)OC(F)F